ClC1=NC(=NC(=C1)C1=C(C=CC=C1C)C)NS(=O)(=O)C=1C=C(C(=O)N(CC2=NC=CC=C2)CCCO)C=CC1 3-[[4-chloro-6-(2,6-dimethylphenyl)pyrimidin-2-yl]sulfamoyl]-N-(3-hydroxypropyl)-N-(2-pyridylmethyl)benzamide